NN1CCN(CC1)C 1-amino-4-methylpiperazine